3-[5-(2-bromoethoxy)-1-oxo-isoindolin-2-yl]piperidine-2,6-dione BrCCOC=1C=C2CN(C(C2=CC1)=O)C1C(NC(CC1)=O)=O